tert-Butyl 4-(5-((2-ethoxy)thio)-1H-1,2,4-triazol-3-yl)-3,6-dihydropyridine-1(2H)-carboxylate CCOSC1=NC(=NN1)C=1CCN(CC1)C(=O)OC(C)(C)C